CN1C=NC2=C1C=C(C=C2)B(O)O (1-methyl-1H-1,3-benzodiazol-6-yl)boronic acid